FC1=C(C(=CC=C1)O)C=1SC[C@H](N1)[C@H]1SC[C@@H](N1C)C(=O)O (2R,4S)-2-((S)-2-(2-fluoro-6-hydroxyphenyl)-4,5-dihydrothiazol-4-yl)-3-methylthiazolidine-4-carboxylic acid